1H-PYRAZOLE-3-CARBONITRILE N1N=C(C=C1)C#N